FC1(CC(C1)CS(=O)(=O)NC1=C(C(=C(C=C1F)OC1=NC=CC=C1C1=NC(=NC=C1)N[C@@H]1CNC[C@@](C1)(C)F)F)F)F 1-(3,3-difluorocyclobutyl)-N-(2,3,6-trifluoro-4-((3-(2-(((3S,5S)-5-fluoro-5-methylpiperidin-3-yl)amino)pyrimidin-4-yl)pyridin-2-yl)oxy)phenyl)methanesulfonamide